N-sec-butyl-4-(sec-butylimino)-2-penten-2-amine C(C)(CC)NC(C)=CC(C)=NC(C)CC